CC/C=C\\C[C@@H]([C@@H](/C=C/C=C/C=C\\C=C\\C(=O)C/C=C\\CCC(=O)[O-])O)O The molecule is a docosanoid anion that is the conjugate base of 7-oxoresolvin D2, obtained by deprotonation of the carboxy group; major species at pH 7.3. It is a docosanoid anion, a hydroxy fatty acid anion, a long-chain fatty acid anion, a polyunsaturated fatty acid anion and an oxo fatty acid anion. It is a conjugate base of a 7-oxoresolvin D2.